1,5-diphenyl-1-pentyne C1(=CC=CC=C1)C#CCCCC1=CC=CC=C1